(rac)-((1s,3s)-3-Hydroxy-3-methylcyclobutyl)(6-(3-methyl-4-(trifluoromethyl)phenoxy)-2-azaspiro[3.4]octan-2-yl)methanone OC1(CC(C1)C(=O)N1CC2(C1)C[C@@H](CC2)OC2=CC(=C(C=C2)C(F)(F)F)C)C |r|